(8S,13S)-8,13-dimethyl-7,10,14-trioxa-4,19,20-triazatetracyclo[13.5.2.12,6.018,21]tricosa-1(20),2(23),3,5,15(22),16,18(21)-heptaene C[C@@H]1OC2=CN=CC(C3=NNC=4C=CC(O[C@H](CCOC1)C)=CC34)=C2